6-((4-(1,1-dioxido-4-oxo-1,2,5-thiadiazolidin-2-yl)-3-fluoro-5-hydroxybenzyl)amino)-4-methylnicotinonitrile O=S1(N(CC(N1)=O)C1=C(C=C(CNC2=NC=C(C#N)C(=C2)C)C=C1O)F)=O